2-[4-(dihydroxyphosphoryl)-2-oxabutyl]acrylic acid-2,4,6-trimethylphenyl ester CC1=C(C(=CC(=C1)C)C)OC(C(=C)COCCP(=O)(O)O)=O